NC=1C=C(C=C2C=C(N=CC12)NC(=O)NC(C)C)C=1C=NN(C1)C 1-(8-amino-6-(1-methyl-1H-pyrazol-4-yl)isoquinolin-3-yl)-3-isopropylurea